P(=O)([O-])([O-])[O-].C(C)[NH+](CC)CC.C(C)[NH+](CC)CC.C(C)[NH+](CC)CC TRIETHYLAMMONIUM PHOSPHATE